C(C1=CC=CC=C1)OC(=O)C1C2C=CC(C1)C2=O 5-benzyloxycarbonyl-7-oxo-bicyclo[2.2.1]Hept-2-ene